C(C)(C)OC=1C=NC=C(C1)B1OC(C(O1)(C)C)(C)C 3-Isopropoxy-5-(4,4,5,5-tetramethyl-1,3,2-dioxaborolan-2-yl)pyridine